ClC1=NC=2N(C(=C1)N(C(OC(C)(C)C)=O)CC1=CC=C(C=C1)C=1SC=CN1)N=CC2C2CC2 tert-butyl (5-chloro-3-cyclopropylpyrazolo[1,5-a]pyrimidin-7-yl)(4-(thiazol-2-yl)benzyl)carbamate